1-((2-aminopyridin-4-yl)methyl)-5,5-dimethyl-3-(1'-methyl-2'-oxospiro[cyclopropane-1,3'-indolin]-6'-yl)imidazolidine-2,4-dione NC1=NC=CC(=C1)CN1C(N(C(C1(C)C)=O)C1=CC=C2C3(C(N(C2=C1)C)=O)CC3)=O